C(C(=O)[O-])(=[O+][O-])[O-].[Ti+4].[K+] potassium titanium oxalate oxide